Cl.N1=C(C=CC=C1)C1=C(NC2=NC=CN=C21)C2=CC(=NC=C2)N 4-[7-(pyridin-2-yl)-5H-pyrrolo[2,3-b]pyrazin-6-yl]pyridin-2-amine hydrogen chloride